(S)-2-methyl-3,5-dihydro-2H-benzo[e][1,4]oxathiepine-8-carboxylic acid 1,1-dioxide C[C@H]1COCC2=C(S1(=O)=O)C=C(C=C2)C(=O)O